methyl-bicyclo(2.2.1)hept-5-ene-2,3-dicarboxylic anhydride CC12C3C(C(C=C1)C2)C(=O)OC3=O